4-((2'-((((1R,2S)-1-(3,5-bis(trifluoromethyl)phenyl)-1-hydroxypropan-2-yl)(cyclohexyl)amino)methyl)-6-Methoxy-4-methyl-4'-(trifluoromethyl)-[1,1'-biphenyl]-3-yl)oxy)butanoic acid FC(C=1C=C(C=C(C1)C(F)(F)F)[C@H]([C@H](C)N(C1CCCCC1)CC1=C(C=CC(=C1)C(F)(F)F)C1=CC(=C(C=C1OC)C)OCCCC(=O)O)O)(F)F